N'-[5-bromo-2-methyl-6-[(1S)-1-methyl-2-propoxyethoxy]-3-pyridinyl]-N-ethyl-N-methyl-methanimidamide BrC=1C=C(C(=NC1O[C@H](COCCC)C)C)N=CN(C)CC